C(#N)C=1C(=C(C=CC1)C1=C(C=C(C=C1)C(=O)Cl)C([2H])([2H])[2H])C 3'-Cyano-2'-methyl-2-(methyl-d3)-[1,1'-biphenyl]-4-carbonyl chloride